ethyl 6-chloro-2-methylpyrimidine-4-carboxylate ClC1=CC(=NC(=N1)C)C(=O)OCC